C(#N)C=1NC2=C(C=CC=C2C1C=1CN(CCC1)C(=O)OC(C)(C)C)F tert-Butyl 3-(2-cyano-7-fluoro-1H-indol-3-yl)-5,6-dihydro-2H-pyridine-1-carboxylate